2-(4-aminopiperidin-1-yl)-6-(benzylsulfanyl)-4-ethylpyridine-3,5-dicarbonitrile NC1CCN(CC1)C1=NC(=C(C(=C1C#N)CC)C#N)SCC1=CC=CC=C1